BrC1=CC(=C(OC=2C=CC(=C(C2)S(=O)(=O)C2CC(C2)O)OC)C(=C1)Cl)Cl (1s,3s)-3-((5-(4-bromo-2,6-dichlorophenoxy)-2-methoxyphenyl)sulfonyl)cyclobutan-1-ol